C1(=CC=CC=C1)N1N=C(C=C1C1=CC=CC=C1)OCC(=O)[O-].[Na+] Sodium [(1,5-diphenyl-1H-pyrazol-3-yl)oxy]acetate